C(C)N1C2=C([C@H]([C@H](C1=O)NC(C1=CC(=CC=C1)C(F)(F)F)=O)C1=CC=C(C=C1)F)C(=NN2C2CCOCC2)C(=O)O |o1:5,6| rel-(4R,5R)-7-ethyl-4-(4-fluorophenyl)-6-oxo-1-(tetrahydro-2H-pyran-4-yl)-5-(3-(trifluoromethyl)benzamido)-4,5,6,7-tetrahydro-1H-pyrazolo[3,4-b]pyridine-3-carboxylic acid